C(C)(C)(C)P(C(C)(C)C)C(C)(C)C tri(tert-butyl)phosphorus